ClC=1N=C(C2=C(N1)N(C=C2)C2=CC=CC=C2)C2=CC=CC=C2 2-chloro-4,7-diphenyl-pyrrolo[2,3-d]pyrimidine